2-(((1r,4r)-4-(((4-fluorophenyl)(m-tolyl)carbamoyl-oxy)methyl)cyclohexyl)methoxy)acetic acid FC1=CC=C(C=C1)N(C(=O)OCC1CCC(CC1)COCC(=O)O)C=1C=C(C=CC1)C